C(C)(=O)OC/C(/O[Si](C)(C)C)=C/1\[C@@H](CC2C3CCC4=CC(C=C[C@@]4(C3=CC[C@]12C)C)=O)C (Z)-2-((10S,13S,16R)-10,13,16-trimethyl-3-oxo-7,8,12,13,15,16-hexahydro-3H-cyclopenta[a]phenanthren-17(6H,10H,14H)-ylidene)-2-(trimethylsilyloxy)ethyl acetate